4-((4-([1,2,4]triazolo[1,5-a]pyridin-7-yloxy)-3-methylphenyl)amino)-8,9-dihydro-5H-pyrimido[5',4':4,5]thieno[2,3-d]azepin-7(6H)-carboxylic acid tert-butyl ester C(C)(C)(C)OC(=O)N1CCC2=C(CC1)C1=C(S2)N=CN=C1NC1=CC(=C(C=C1)OC1=CC=2N(C=C1)N=CN2)C